1-(2-chlorophenyl)-4-((2-hydroxyethyl)-amino)-7-(trifluoromethoxy)quinazolin-2(1H)-one ClC1=C(C=CC=C1)N1C(N=C(C2=CC=C(C=C12)OC(F)(F)F)NCCO)=O